1-methyl-3-(2-(2,2,2-trifluoroethyl)phenyl)-N-(2-(trifluoromethyl)pyridin-4-yl)-1H-pyrazole-5-carboxamide CN1N=C(C=C1C(=O)NC1=CC(=NC=C1)C(F)(F)F)C1=C(C=CC=C1)CC(F)(F)F